CNC(CCC(=O)NC1CCC(CC1)N1C(C=C(C2=C1N=C(N=C2)NC2=CC=C(C=C2)N2CCN(CC2)C)C#C[Si](C(C)C)(C(C)C)C(C)C)=O)=O N-methyl-N'-[(1s,4s)-4-(2-{[4-(4-methylpiperazin-1-yl)phenyl]amino}-7-oxo-5-[2-(triisopropylsilyl)ethynyl]pyrido[2,3-d]pyrimidin-8-yl)cyclohexyl]succinamide